(R,E)-N-(1-(2-chloro-5-methylpyridin-4-yl)propylidene)-2-methylpropane-2-sulfinamide ClC1=NC=C(C(=C1)\C(\CC)=N\[S@](=O)C(C)(C)C)C